CN(C1=CC(=CC=C1)C(F)(F)F)C N,N-dimethyl-3-(trifluoromethyl)aniline